C(C)(=O)N1CC(C2(CC1)CCN(CC2)C2=NC=C(N=C2)Br)NC(OC(C)(C)C)=O tert-butyl (3-acetyl-9-(5-bromopyrazin-2-yl)-3,9-diazaspiro[5.5]undec-1-yl)carbamate